COC(=O)C1(CC(C1)C)C1=CC=2N(C(=C1)Br)N=CN2 1-(5-bromo[1,2,4]triazolo[1,5-a]pyridin-7-yl)-3-methylcyclobutane-1-carboxylic acid methyl ester